methyl-(2S)-2-amino-3-[(3S)-2-oxopyrrolidin-3-yl]propanamide hydrochloride Cl.C[C@@](C(=O)N)(C[C@H]1C(NCC1)=O)N